Cyclopropoxy-3,4,5,6-tetrafluoro-N-(4-fluorophenyl)benzenesulfonamide C1(CC1)OC1=C(C(=C(C(=C1F)F)F)F)S(=O)(=O)NC1=CC=C(C=C1)F